C(C)OC(=O)C=1N=CC=2CN(CCC2C1)C1=CC(=C(C(=C1)F)F)OCC 7-(3-ethoxy-4,5-difluorophenyl)-5,6,7,8-tetrahydro-2,7-naphthyridine-3-carboxylic acid ethyl ester